2,2,7,7-tetramethylsuberic acid CC(C(=O)O)(CCCCC(C(=O)O)(C)C)C